4-Methyl-3-methylamino-1H-1,2,4-triazol-5-one CN1C(=NNC1=O)NC